[N+3].[N+](=O)([O-])[O-].[N+](=O)([O-])[O-].[N+](=O)([O-])[O-] nitrate nitrogen salt